(6-amino-2-ethylpyridin-3-yl)-6,7-difluoroquinolin-3-ol NC1=CC=C(C(=N1)CC)C1=NC2=CC(=C(C=C2C=C1O)F)F